CN1C(C2=C(C=C1)N(C(=C2)CNC)COCC[Si](C)(C)C)=O 5-methyl-2-((methylamino)methyl)-1-((2-(trimethylsilyl)ethoxy)methyl)-1H-pyrrolo[3,2-c]pyridin-4(5H)-one